C(C)OC1=C(C=C2C(=CNC2=C1)C(C(NC1=CC(=CC(=C1)OC)OCCO)C1=C(C=C(C=C1)F)OC)=O)C 1-(6-ethoxy-5-methyl-1H-indol-3-yl)-2-(4-fluoro-2-methoxyphenyl)-2-((3-(2-hydroxyethoxy)-5-methoxyphenyl)amino)ethanone